4-(4-((1R,5S)-3,8-diazabicyclo[3.2.1]octan-3-yl)-8-fluoro-2-(((S)-1-methylpyrrolidin-2-yl)methoxy)-5-(propynyl)pyrido[4,3-d]pyrimidin-7-yl)-5-ethyl-6-fluoronaphthalene [C@H]12CN(C[C@H](CC1)N2)C=2C1=C(N=C(N2)OC[C@H]2N(CCC2)C)C(=C(N=C1C#CC)C1=CC=CC2=CC=C(C(=C12)CC)F)F